NC1=NNC2=C(C=C(C=C12)C1=CC(=NC=C1)NC(=O)NCCC)C#CC(C)(C)C 1-(4-(3-Amino-7-(3,3-dimethylbut-1-yn-1-yl)-1H-indazol-5-yl)pyridin-2-yl)-3-propylurea